5-methyl-3-(2-(3-(3-isopropylphenyl)-4-oxo-thiazolidine-2-ylidene)hydrazono)indol-2-one CC=1C=C2C(C(NC2=CC1)=O)=NN=C1SCC(N1C1=CC(=CC=C1)C(C)C)=O